(R)-N-(2,6-difluoro-4-hydroxybenzyl)-5-guanidino-2-((S)-2-(isoindolin-2-yl)-2-phenylacetamido)pentanamide FC1=C(CNC([C@@H](CCCNC(=N)N)NC([C@H](C2=CC=CC=C2)N2CC3=CC=CC=C3C2)=O)=O)C(=CC(=C1)O)F